2-[2-({2-[{2-[(2S)-1-(tert-butoxycarbonyl)piperidin-2-yl]-5-chloropyrazolo[1,5-a]pyrimidin-7-yl}(propan-2-yl)amino]ethyl}amino)-2-oxoethoxy]-5-fluorobenzoic acid C(C)(C)(C)OC(=O)N1[C@@H](CCCC1)C1=NN2C(N=C(C=C2N(CCNC(COC2=C(C(=O)O)C=C(C=C2)F)=O)C(C)C)Cl)=C1